Methyl (1S,2S,3S,4R,5S)-5-[3-[[4-(4-allyloxybutyl) phenyl] methyl]-4-methyl-phenyl]-2,3,4-tribenzyloxy-6,8-dioxabicyclo[3.2.1]octane-1-carboxylate C(C=C)OCCCCC1=CC=C(C=C1)CC=1C=C(C=CC1C)[C@]12[C@@H]([C@H]([C@@H]([C@](CO1)(O2)C(=O)OC)OCC2=CC=CC=C2)OCC2=CC=CC=C2)OCC2=CC=CC=C2